1-Butyl-3-methylimidazolium tetrafluoro-borat F[B-](F)(F)F.C(CCC)N1C=[N+](C=C1)C